NC1=CC=2C3=C(C(N(C2C=C1)C)=O)OCCC(N3)CC 10-amino-2-ethyl-7-methyl-1,2,3,4-tetrahydro-[1,4]oxazepino[2,3-c]quinolin-6(7H)-one